C(C1=CC=CC=C1)C(C[C@H](N)C(=O)[O-])C(=O)[O-] γ-benzyl-glutamate